O[C@H]1C[C@@H](OC1=C)N1C(NC(C=C1)=O)=O 1-((2R,4S)-4-hydroxy-5-methylenetetrahydrofuran-2-yl)pyrimidine-2,4(1H,3H)-dione